C(C)(C)(C)[S@@](=O)N[C@H]1C(COC12CCN(CC2)C(=O)OC(C)(C)C)(C)C tert-butyl (S)-4-(((R)-tert-butylsulfinyl) amino)-3,3-dimethyl-1-oxa-8-azaspiro[4.5]decane-8-carboxylate